(3-((3R,8R,10S,13S,14S,17S)-3-hydroxy-3,10,13-trimethyl hexadecahydro-1H-cyclopenta[a]phenanthren-17-yl)isoxazol-5-yl)methyl L-lysinate N[C@@H](CCCCN)C(=O)OCC1=CC(=NO1)[C@H]1CC[C@H]2[C@@H]3CCC4C[C@](CC[C@@]4(C3CC[C@]12C)C)(C)O